(((5-Chloropyridin-3-yl)methyl)amino)-6-(3,5-dimethylisoxazol-4-yl)quinazolinone ClC=1C=C(C=NC1)CNC1=NC(NC2=CC=C(C=C12)C=1C(=NOC1C)C)=O